N1(CCOCC1)C1=NC2=C(N=CC=C2C(=C1)C1=C2C(=NC=C1)NC=C2)C2=CC=NN2 2-(morpholin-4-yl)-8-(1H-pyrazol-5-yl)-4-(1H-pyrrolo[2,3-b]pyridin-4-yl)-1,7-naphthyridine